(E)-2,4-difluoro-N-(5-(4-(4-(4-oxopent-2-enoyl)piperazin-1-yl)quinazolin-6-yl)-2-(trifluoromethoxy)pyridin-3-yl)benzenesulfonamide tellurium di-caproate C(CCCCC)(=O)[O-].C(CCCCC)(=O)[O-].[Te+2].FC1=C(C=CC(=C1)F)S(=O)(=O)NC=1C(=NC=C(C1)C=1C=C2C(=NC=NC2=CC1)N1CCN(CC1)C(\C=C\C(C)=O)=O)OC(F)(F)F